NC1=NC2=C(N1)C=C(C=C2)CNC(CN2C(=NC=C(C2=O)NCCC2=CC=CC=C2)C2=CC=CC=C2)=O N-((2-AMINO-1H-BENZO[D]IMIDAZOL-6-YL)METHYL)-2-(6-OXO-5-(PHENETHYLAMINO)-2-PHENYLPYRIMIDIN-1(6H)-YL)ACETAMIDE